CN(CCN(C1=C(C=C(C(=C1)OC)NC1=NC=NC(=C1)N1OCC[C@@H]1C1=CC(=CC(=C1)C1=NC=NN1C)F)NC(C=C)=O)C)C (R)-N-(2-((2-(dimethylamino)-ethyl)(methyl)-amino)-5-((6-(3-(3-fluoro-5-(1-methyl-1H-1,2,4-triazol-5-yl)phenyl)-isoxazolidin-2-yl)pyrimidin-4-yl)-amino)-4-methoxy-phenyl)acrylamide